NCCC=1C=NC(=NC1)C1=C(C=C(C#N)C=C1)CC=1N(N=C(C1)C1=NC=CC=C1)C 4-[5-(2-aminoethyl)pyrimidin-2-yl]-3-[(2-methyl-5-pyridin-2-ylpyrazol-3-yl)methyl]benzonitrile